O=C1NC=C(C2=CC=CC=C12)C(NC(=O)N)C1=CC=CC=C1 1-((1-oxo-1,2-dihydroisoquinolin-4-yl)(phenyl)methyl)urea